N-(3,6-difluoro-2-nitrophenyl)prop-2-enamide FC=1C(=C(C(=CC1)F)NC(C=C)=O)[N+](=O)[O-]